4-((4-(Cyclopropyl(4-(trifluoromethyl)benzyl)amino)-5-fluoro-7H-pyrrolo[2,3-d]pyrimidin-7-yl)methyl)piperidin-4-ol C1(CC1)N(C=1C2=C(N=CN1)N(C=C2F)CC2(CCNCC2)O)CC2=CC=C(C=C2)C(F)(F)F